[C@H]12CN(C[C@H](CC1)N2)C2=CC(=NC1=C(C(=NC=C21)C2=CC(=CC1=CC=C(C(=C21)CC)F)O)F)OC[C@]21CCCN1C[C@@H](C2)F 4-(4-((1R,5S)-3,8-diazabicyclo[3.2.1]octan-3-yl)-8-fluoro-2-(((2R,7aS)-2-fluorotetrahydro-1H-pyrrolizin-7a(5H)-yl)methoxy)-1,6-naphthyridin-7-yl)-5-ethyl-6-fluoronaphthalen-2-ol